CN1N=C2C=CC(=C(C2=C1)C)C1=CC=C(N=N1)NC1C[C@@H]2[C@@H](CN(C2)C([2H])([2H])C2CC(OCC2)(C)C)C1 (3aR,5s,6aS)-N-(6-(2,4-dimethyl-2H-indazol-5-yl)pyridazin-3-yl)-2-((2,2-dimethyltetrahydro-2H-pyran-4-yl)meth-yl-d2)octahydro-cyclopenta[c]pyrrol-5-amine